propylenebis(4-ethyl-6-t-butylphenol) C(C(C)C1=C(C(=CC(=C1)CC)C(C)(C)C)O)C1=C(C(=CC(=C1)CC)C(C)(C)C)O